ClC1=C(C2=C(NC(O[C@@]23CN(CCC3)C(=O)C3=CN=C(N3COCC[Si](C)(C)C)C(C3=CC=C(C=C3)F)=O)=O)C=C1)F (R)-6-Chloro-5-fluoro-1'-(2-(4-fluorobenzoyl)-1-((2-(trimethylsilyl)ethoxy)methyl)-1H-imidazole-5-carbonyl)spiro[benzo[d][1,3]oxazine-4,3'-piperidin]-2(1H)-one